CN1N=CC(=C1)C=1C=CC=2N(C1)N=CC2N2CCN(CC2)C2=NN(C=N2)CC2=NC=C(C=C2)C 6-(1-methyl-1H-pyrazol-4-yl)-3-(4-(1-((5-methylpyridin-2-yl)methyl)-1H-1,2,4-triazol-3-yl)piperazin-1-yl)pyrazolo[1,5-a]pyridine